cadmium Zinc tert-butyl 2-(5-(N-(tert-butoxycarbonyl)ethylsulfonimidoyl)-2-(3,3-dicarbamoylazetidin-1-yl)phenyl)-1H-indole-1-carboxylate C(C)(C)(C)OC(=O)N=S(=O)(CC)C=1C=CC(=C(C1)C=1N(C2=CC=CC=C2C1)C(=O)OC(C)(C)C)N1CC(C1)(C(N)=O)C(N)=O.[Zn].[Cd]